octadecyl L-phenylalaninate N[C@@H](CC1=CC=CC=C1)C(=O)OCCCCCCCCCCCCCCCCCC